(S)-5-((2-aminoethyl)amino)-2-(18-(tert-butoxy)-18-oxooctadecanoylamino)-5-oxopentanoic acid NCCNC(CC[C@@H](C(=O)O)NC(CCCCCCCCCCCCCCCCC(=O)OC(C)(C)C)=O)=O